2-(2-(7,8-Dimethyl-[1,2,4]triazolo[1,5-a]pyridin-6-yl)-3-isopropyl-1H-indol-5-yl)-5,5-dimethylmorpholin CC1=C(C=2N(C=C1C=1NC3=CC=C(C=C3C1C(C)C)C1CNC(CO1)(C)C)N=CN2)C